N'-acetyl-4-amino-N-(4-(difluoromethoxy)-2-fluorobenzyl)-N',1-dimethyl-1H-pyrazolo[4,3-c]quinoline-8-carbohydrazide C(C)(=O)N(N(C(=O)C1=CC=2C3=C(C(=NC2C=C1)N)C=NN3C)CC3=C(C=C(C=C3)OC(F)F)F)C